CN(C(=O)C1=CC=C(OC2=C3CC[C@@H](C3=CC=C2[N+](=O)[O-])OP(=O)(N2CC2)N2CC2)C=C1)C Di(aziridin-1-yl)phosphinic acid (S)-4-(4-(dimethylcarbamoyl) phenoxy)-5-nitro-2,3-dihydro-1H-inden-1-yl ester